C[C@@H]1N[C@@H](CC2=C1NC1=CC=CC=C21)C(=O)O (1S,3S)-1-methyl-2,3,4,9-tetrahydropyridino[3,4-b]indol-3-formic acid